C(C)(C)(C)OC(=O)N(C(OC(C)(C)C)=O)C1=C2N=CN(C2=NC=N1)CC1=C(C(=C(C=C1N1C[C@](CC1)(C(NC1CC1)=O)NC(=O)OC(C)(C)C)C=C)F)Cl tert-butyl (R)-(tert-butoxycarbonyl)(9-(6-(3-((tert-butoxycarbonyl)amino)-3-(cyclopropylcarbamoyl)pyrrolidin-1-yl)-2-chloro-3-fluoro-4-vinylbenzyl)-9H-purin-6-yl)carbamate